NC1=C(C=C2C(=N1)C=C(N2)CN2C(C1=CC(=CC(=C1[C@@]21C(N(CC1)C)=O)C)F)=O)F (S)-2-((5-Amino-6-fluoro-1H-pyrrolo[3,2-b]pyridin-2-yl)methyl)-5-fluoro-1',7-dimethylspiro[isoindoline-1,3'-pyrrolidine]-2',3-dione